BrC1=NC=2N(C(N(C(C2N1C)=O)CC=1N(C2=C(C=CC(=C2C1)Cl)Cl)C(=O)OC(C)(C)C)=O)C tert-Butyl 2-((8-bromo-3,7-dimethyl-2,6-dioxo-2,3,6,7-tetrahydro-1H-purin-1-yl)methyl)-4,7-dichloro-1H-indole-1-carboxylate